F[C@H]1[C@@H]([C@H](O[C@H]1N1C(NC(C(=C1)F)=O)=O)C=O)OC(C1=CC=CC=C1)(C1=CC=CC=C1)C1=CC=C(C=C1)OC (2S,3R,4S,5R)-4-fluoro-5-(5-fluoro-2,4-dioxo-3H-pyrimidin-1-yl)-3-[(4-methoxyphenyl)diphenylmethoxy]oxolane-2-carbaldehyde